FC=1C=C(C=CC1OC)CCC1=CC(=C(C(=C1)OC)OC)OC 2-(3-fluoro-4-methoxyphenyl)-1-(3,4,5-trimethoxyphenyl)ethane